C(CCCCCCCCC)(=O)OC[C@]1(O[C@H](C[C@@H]1OC(CCCCCCCCC)=O)N1C2=NC(=NC(=C2N=C1)N)F)C#C [(2R,3S,5R)-5-(6-amino-2-fluoro-9H-purin-9-yl)-3-(decanoyloxy)-2-ethynyloxolan-2-yl]methyl decanoate